CCCCCCCC(=O)N(CCO)CCO N,N-Bis(2-hydroxyethyl)octanamide